N-(((1r,4r)-4-(trifluoromethyl)cyclohexyl)methyl)cyclobutan-amine FC(C1CCC(CC1)CNC1CCC1)(F)F